COC(=O)C=1C(=CC2=C(N(C=N2)C)C1)C1=C(C=CC=C1OC)F 5-(2-fluoro-6-methoxyphenyl)-1-methyl-1H-benzo(d)imidazole-6-carboxylic acid methyl ester